5-methyl-3-[(3S,5R)-5-methylpyrrolidin-3-yl]oxy-isoxazol CC1=CC(=NO1)O[C@@H]1CN[C@@H](C1)C